[C@H]12N(C[C@H](NC1)C2)C=2SC1=C(N2)C=CC(=C1)C(=O)N[C@H]1CCOC2=CC=CC=C12 2-((1R,4R)-2,5-diazabicyclo[2.2.1]heptan-2-yl)-N-((S)-chroman-4-yl)benzo[d]thiazole-6-carboxamide